tert-Butyl 4-[2-([isopropyl[(1r,3r)-3-[3-fluoro-4-(methoxycarbonyl) phenoxy]cyclobutyl] amino] methyl) morpholin-4-yl]benzoate C(C)(C)N(C1CC(C1)OC1=CC(=C(C=C1)C(=O)OC)F)CC1CN(CCO1)C1=CC=C(C(=O)OC(C)(C)C)C=C1